C(C)(=O)N1CCC(CC1)COC1=CC=C(C=C1)C=1C=C(C(NC1C(F)(F)F)=O)C(=O)N 5-(4-((1-acetylpiperidin-4-yl)methoxy)phenyl)-2-oxo-6-(trifluoromethyl)-1,2-dihydropyridin-3-carboxamide